C(C)(=O)N1C(CCCC1)C(=O)OC Methyl 1-acetylpiperidine-2-carboxylate